tert-butyl 4-[4-[[5-(4,4,5,5-tetramethyl-1,3,2-dioxaborolan-2-yl)-2-pyridyl]oxy]-1-piperidyl]piperidine-1-carboxylate CC1(OB(OC1(C)C)C=1C=CC(=NC1)OC1CCN(CC1)C1CCN(CC1)C(=O)OC(C)(C)C)C